ClC=1C(=CC(=C(C(=O)NC2=CC(=NC=C2)OC[C@@H]2OC(OC2)(C)C)C1)OC1=C(C=C(C=C1)F)C)C(F)(F)F (S)-5-chloro-N-(2-((2,2-dimethyl-1,3-dioxolan-4-yl)methoxy)pyridin-4-yl)-2-(4-fluoro-2-methylphenoxy)-4-(trifluoromethyl)benzamide